(R)-7-((3-(8-amino-4-methylpyrido[3,4-d]pyrimidin-2-yl)phenyl)ethynyl)-6,7-dihydro-5H-cyclopenta[b]pyridin-7-ol trifluoroacetate FC(C(=O)O)(F)F.NC1=NC=CC2=C1N=C(N=C2C)C=2C=C(C=CC2)C#C[C@@]2(CCC=1C2=NC=CC1)O